C[C@@]12[C@H]([C@@H](C[C@H]1[C@@H]1CC=C3C[C@H](CC[C@]3(C)[C@H]1CC2)O)O)O 5-androstene-3β,16α,17β-triol